ClC1=CC=CC=2CC3=CC=CC=C3C(C12)=O chloroanthron